N1N=C(C2=CC=CC=C12)C(=O)N1C[C@@H]2C([C@@H]2C1)C1=C(C(=O)N)C=CC=C1C=1N=C2N(C=CC=C2)C1 ((1R,5S,6S)-3-(1H-indazole-3-carbonyl)-3-azabicyclo[3.1.0]hex-6-yl)-3-(imidazo[1,2-a]pyridin-2-yl)benzamide